difluoro-2-(4-fluorophenyl)pentan-2-ol FC(C(CCC)(O)C1=CC=C(C=C1)F)F